C1(CCC1)OC=1SC(=CN1)CO [2-(cyclobutoxy)thiazol-5-yl]methanol